O=C1NC(CCC1N1C2=C(OCC1)C(=NC=C2)C2CCN(CC2)CC(=O)OC(C)(C)C)=O tert-butyl 2-[4-[1-(2,6-dioxo-3-piperidyl)-2,3-dihydropyrido[3,4-b][1,4]oxazin-5-yl]-1-piperidyl]acetate